FC1=C(SC(=C1)C(C)(C)O)[S@](=O)(N)=NC(NC1=C2C(=NC(=C1C)C(C)C)CCC2)=O (S)-3-Fluoro-5-(2-hydroxypropan-2-yl)-N'-((2-isopropyl-3-methyl-6,7-dihydro-5H-cyclopenta[b]pyridin-4-yl)carbamoyl)thiophene-2-sulfonimidamide